C(C)(C)(C)N1CC(C(CC1)NC(=O)C1=CC(=CC=2N(C=NC21)CC(F)(F)F)C#CCNC2=C(C=C(C=C2)C(NC)=O)OC)C N-[1-tert-butyl-3-methyl-4-piperidyl]-6-[3-[2-methoxy-4-(methylcarbamoyl)anilino]prop-1-ynyl]-1-(2,2,2-trifluoroethyl)benzimidazole-4-carboxamide